FC1=C(C=CC(=C1)I)NC1=C(C=2C(=NC=C(C2)F)S1)C(=O)NOCCO 2-((2-fluoro-4-iodophenyl)amino)-N-(2-hydroxyethoxy)-5-fluorothieno[2,3-b]pyridine-3-carboxamide